N-(2-((4-(((2S,4R)-2-methyl-1-propionyl-1,2,3,4-tetrahydroquinolin-4-yl)amino)phenyl)thio)ethyl)cyclohexane-1-carboxamide C[C@@H]1N(C2=CC=CC=C2[C@@H](C1)NC1=CC=C(C=C1)SCCNC(=O)C1CCCCC1)C(CC)=O